6-[4-({5,5-Difluoro-2,7-diazaspiro[3.5]nonan-2-yl}methyl)-2,3-dihydroindol-1-yl]-N-[(1R,2R)-2-methoxycyclobutyl]-8-(methylamino)imidazo[1,2-b]pyridazine-3-carboxamide trifluoroacetate FC(C(=O)O)(F)F.FC1(C2(CN(C2)CC2=C3CCN(C3=CC=C2)C=2C=C(C=3N(N2)C(=CN3)C(=O)N[C@H]3[C@@H](CC3)OC)NC)CCNC1)F